ClC=1C=C(C=CC1Cl)/C=C/C(=O)NNC(\C=C\C1=CC=C(C=C1)SC(F)(F)F)=O (E)-3-(3,4-dichlorophenyl)-N'-((E)-3-(4-((trifluoromethyl)thio)phenyl)acryloyl)acrylohydrazide